7-fluoro-1-methylisochroman-4-one FC1=CC=C2C(COC(C2=C1)C)=O